(cis-3-(4-(4-(1-(pentan-3-yl)-1H-pyrazol-4-yl)pyrazolo[1,5-a]pyrazin-6-yl)-1H-pyrazol-1-yl)cyclobutyl)methanol CCC(CC)N1N=CC(=C1)C=1C=2N(C=C(N1)C=1C=NN(C1)[C@H]1C[C@H](C1)CO)N=CC2